OC=1C(=NC=CC1OC)C(=O)N[C@H](C(=O)OC(C(C)N1C=CC2=CC(=CC=C12)Cl)C)C [2-(5-chloroindol-1-yl)-1-methyl-propyl] (2S)-2-[(3-hydroxy-4-methoxy-pyridine-2-carbonyl) amino]propanoate